C(CCC)N(CCCC)CCCCCCCCCCC N,N-dibutylundecylamine